4-(6-cyclopropylimidazo[1,2-a]pyridin-2-yl)-N-(2-fluoro-3-methoxy-6-(1H-tetrazol-1-yl)benzyl)-5,6-dihydro-4H-pyrrolo[1,2-b]pyrazole-2-carboxamide C1(CC1)C=1C=CC=2N(C1)C=C(N2)C2CCN1N=C(C=C12)C(=O)NCC1=C(C(=CC=C1N1N=NN=C1)OC)F